ClC=1C(=NC=C(C1C(CCC=C)N[S@@](=O)C(C)(C)C)OC)F (S)-N-(l-1-(3-chloro-2-fluoro-5-methoxypyridin-4-yl)pent-4-en-1-yl)-2-methylpropane-2-sulfinamide